3-methyl-5-(N-(3-trifluoromethylbenzyl)-N-phenethylsulfamoyl)benzofuran-2-carboxylic acid CC1=C(OC2=C1C=C(C=C2)S(N(CCC2=CC=CC=C2)CC2=CC(=CC=C2)C(F)(F)F)(=O)=O)C(=O)O